ClC1=NC=CC(N1C)=O 2-chloro-3-methyl-pyrimidin-4(3H)-one